ClC1=C(CSC2=NN=CN2C2=CC(=CC=C2)F)C(=CC=C1)Cl 3-((2,6-dichlorobenzyl)thio)-4-(3-fluorophenyl)-4H-1,2,4-triazole